F[B-](F)(F)F.F[B-](F)(F)F.FC1=C(C(=NC=C1)C1=NC=CC=C1)F difluoro-2,2'-bipyridyl bis(tetrafluoroborate)